O(C1=CC=CC=C1)C=1C=CC(=C2C=CC=NC12)NC(C=C)=O N-(8-phenoxyquinolin-5-yl)acrylamide